CN1N=C2C=CC(=CC2=C1C(=O)NCC(C)(N1CCOCC1)C)OCC=1C(=NC=CC1)C(F)(F)F 2-methyl-N-[2-methyl-2-(morpholin-4-yl)propyl]-5-{[2-(trifluoromethyl)pyridin-3-yl]methoxy}-2H-indazole-3-carboxamide